Cl.OC1=C(C=CC=C1)C1=CC(=CN=N1)C1=CC=C(C=C1)NC1CCN(CC1)CC(=O)O 2-(4-((4-(6-(2-hydroxyphenyl)pyridazin-4-yl)phenyl)amino)piperidin-1-yl)acetic acid hydrochloride